methyl (6-((5-chloro-2-((2-methoxy-4-(piperidin-4-yl)phenyl)amino)pyrimidin-4-yl)amino)quinoxalin-5-yl)carbamate ClC=1C(=NC(=NC1)NC1=C(C=C(C=C1)C1CCNCC1)OC)NC=1C(=C2N=CC=NC2=CC1)NC(OC)=O